4-(3-methoxyphenyl)-N-(3-(methylsulfonamido)phenyl)thiophene-2-carboxamide COC=1C=C(C=CC1)C=1C=C(SC1)C(=O)NC1=CC(=CC=C1)NS(=O)(=O)C